N1=C(C=CC=C1)S(=O)(=N)CP(OCC)(OCC)=O diethyl ((pyridine-2-sulfonimidoyl)methyl)phosphonate